C(N)(OC(C1=CC=CC=C1)CCBr)=O (2-bromo-ethyl)-benzyl carbamate